N-(3-bromobenzylidene)-4-chlorobenzenamine BrC=1C=C(C=NC2=CC=C(C=C2)Cl)C=CC1